Isodecyloleat C(CCCCCCC(C)C)OC(CCCCCCC\C=C/CCCCCCCC)=O